FC1=C(C=CC(=N1)C(=O)NC)N1CCN(CC1)CC1=CC=C2CN(C(NC2=C1F)=O)C 6-fluoro-5-(4-((8-fluoro-3-methyl-2-oxo-1,2,3,4-tetrahydroquinazolin-7-yl)methyl)piperazin-1-yl)-N-methylpicolinamide